ClC=1C=CC(=C(C1)N1CON(CO1)C(C(=O)O)CC1=CC=CC=C1)N1N=NN=C1 2-(4-(5-chloro-2-(1H-tetrazol-1-yl)phenyl)-2,5-dioxapiperazine-1-yl)-3-phenylpropionic acid